C(#N)[C@H]1N(CCC1)C(CN1C[C@H](CC1)NC(=O)C=1C(=CC=CC1)C1=CC=CC=C1)=O N-((S)-1-(2-((S)-2-Cyanopyrrolidin-1-yl)-2-oxoethyl)pyrrolidin-3-yl)-[1,1'-biphenyl]-2-carboxamid